5-hydroxyindole-2-formic acid OC=1C=C2C=C(NC2=CC1)C(=O)O